COC1=CC=C2C3=C(NC2=C1)C(=NCC3)CC(CC3=NCCC1=C3NC3=CC(=CC=C13)OC)C1=CC(=C(C=C1)O)OCC 4-(1,3-bis(7-methoxy-4,9-dihydro-3H-pyrido[3,4-b]indol-1-yl)propan-2-yl)-2-ethoxyphenol